C(#N)C1=CC(=C(C=C1)CCCC(=O)O)NC(=O)[C@H]1[C@]2(C1)CCOC1=CC=C(C=C12)C(NCC)=O 4-[4-cyano-2-({[(2'R,4S)-6-(ethylcarbamoyl)-2,3-dihydrospiro[chromen-4,1'-cyclopropane]-2'-yl]carbonyl}amino)phenyl]butanoic acid